N-(((1s,4s)-4-(8-(3-chlorophenylamino)-2-(4-methyltetrahydro-2H-pyran-4-ylamino)-9H-purin-9-yl)cyclohexyl)methyl)acetamide ClC=1C=C(C=CC1)NC=1N(C2=NC(=NC=C2N1)NC1(CCOCC1)C)C1CCC(CC1)CNC(C)=O